2-((1-(2-fluorophenyl)ethyl)((5-(trifluoromethyl)pyridin-2-yl)methyl)amino)-2-oxoacetic acid FC1=C(C=CC=C1)C(C)N(C(C(=O)O)=O)CC1=NC=C(C=C1)C(F)(F)F